FC1=CC=C(OC2=CC=C(C=N2)S(=O)(=O)N2[C@@H]([C@@H]3CC[C@H](C2)N3C(=O)OC(C)(C)C)C(=O)OCC)C=C1 (1S,2S,5R)-8-tert-butyl 2-ethyl 3-((6-(4-fluorophenoxy) pyridin-3-yl) sulfonyl)-3,8-diazabicyclo[3.2.1]octane-2,8-dicarboxylate